C(=O)O.FC1(CCC(CC1)C1=NC=CC(=C1NC(=O)C=1C=NC(=NC1)OCCF)C1=C(C=CC(=C1)F)F)F N-(2-(4,4-difluorocyclohexyl)-4-(2,5-difluorophenyl)pyridin-3-yl)-2-(2-fluoroethoxy)pyrimidine-5-carboxamide formate salt